NC1=NC=CC=C1C1=NC=2C(=NC(=CC2)C2=CC=C(C#N)C=C2)N1C1=CC=C(C=C1)CCl 4-(2-(2-Aminopyridin-3-yl)-3-(4-(chloromethyl)phenyl)-3H-imidazo[4,5-b]pyridin-5-yl)benzonitrile